5-methoxy-2-ethyl-1-phenyl-1H-benzo[g]indazol-3(2H)-one COC=1C=C2C(N(N(C2=C2C1C=CC=C2)C2=CC=CC=C2)CC)=O